C(C=C)[Mg]Cl allyl-(chloro)magnesium